(R)-N-(2-(3-(3-((5-chloro-1H-indol-2-yl)methyl)-1-methylureido)piperidin-1-yl)-2-oxoethyl)-2,2,2-trifluoroacetamide ClC=1C=C2C=C(NC2=CC1)CNC(N(C)[C@H]1CN(CCC1)C(CNC(C(F)(F)F)=O)=O)=O